ClC1=C2C(=CN=CC2=CC=C1)C1=C(C=2N=C(N=C(C2C=N1)N1C[C@@H](N(CC1)C(=O)OC(C)(C)C)CC#N)OC[C@H]1N(C[C@@H](C1)OC)C)F tert-butyl (2S)-4-[7-(5-chloro-4-isoquinolyl)-8-fluoro-2-[[(2S,4R)-4-methoxy-1-methyl-pyrrolidin-2-yl]methoxy]pyrido[4,3-d]pyrimidin-4-yl]-2-(cyanomethyl)piperazine-1-carboxylate